CC1=NC(=NC(=C1)N1CCN(CC1)C(C)C1=CC=CC=C1)C=1C=CC(=NC1)C#N 5-(4-METHYL-6-(4-(1-PHENYLETHYL)PIPERAZIN-1-YL)PYRIMIDIN-2-YL)PICOLINONITRILE